6-hydroxy-1-methyl-2-(2-morpholino-2-oxoethyl)-3-oxo-3,8,9,10-tetrahydropyrano[3,2-f]chromene-5-carbaldehyde OC1=C(C2=C(C=3CCCOC13)C(=C(C(O2)=O)CC(=O)N2CCOCC2)C)C=O